7-((2s,5r)-2,5-dimethyl-4-(1-(3-methylquinoxalin-6-yl)ethyl)piperazin-1-yl)-4-methyl-2,4-dihydro-5H-pyrazolo[4,3-b]Pyridin-5-one C[C@@H]1N(C[C@H](N(C1)C(C)C=1C=C2N=C(C=NC2=CC1)C)C)C=1C=2C(N(C(C1)=O)C)=CNN2